S1C(=CC=C1)C1(CC1)C(=O)O 1-(2-thienyl)cyclopropanecarboxylic acid